4-(4-(4-ethylpiperazin-1-yl)phenylamino)-2-phenylpyrimido[4,5-d]pyridazin-5(6H)-one C(C)N1CCN(CC1)C1=CC=C(C=C1)NC1=NC(=NC=2C=NNC(C21)=O)C2=CC=CC=C2